NC1=C2C=NC(=NC2=CC(=C1F)C1=C(C2=C(OCCN2)N=C1)C)NC1=CC=C(C=C1)CC(=O)NC 2-(4-{[5-amino-6-fluoro-7-(8-methyl-2,3-dihydro-1H-pyrido[2,3-b][1,4]oxazin-7-yl)quinazolin-2-yl]amino}phenyl)-N-methylacetamide